tert-butyl 3-(benzyloxy)-4-oxopiperidine-1-carboxylate C(C1=CC=CC=C1)OC1CN(CCC1=O)C(=O)OC(C)(C)C